FC(N1N=CC(=C1)C=1C=C2C(=NC=NN2C1)N1CC2CCC(C1)N2C(=O)C2CC(C2)C(F)(F)F)F (3-(6-(1-(difluoromethyl)-1H-pyrazol-4-yl)pyrrolo[2,1-f][1,2,4]triazin-4-yl)-3,8-diazabicyclo[3.2.1]octan-8-yl)((1r,3r)-3-(trifluoromethyl)cyclobutyl)methanone